F[Sb-](F)(F)(F)(F)F.C[SH+]CC1=CC=CC2=CC=CC=C12 methyl-(1-naphthylmethyl)sulfonium hexafluoroantimonate